N1N=C(C=C1)NC1=CC(=CC(=N1)NC1CN(CCC1)C(C=C)=O)CN1CCOCC1 1-(3-(6-(1H-pyrazol-3-ylamino)-4-(morpholinomethyl)pyridin-2-ylamino)piperidin-1-yl)prop-2-en-1-one